4-((2s,5r)-4-(1-(4-(cyclopropylmethoxy)-2-fluorophenyl)ethyl)-2,5-diethylpiperazin-1-yl)-1-methyl-2-oxo-1,2-dihydropyrido[3,2-d]pyrimidine-6-carbonitrile C1(CC1)COC1=CC(=C(C=C1)C(C)N1C[C@@H](N(C[C@H]1CC)C=1C2=C(N(C(N1)=O)C)C=CC(=N2)C#N)CC)F